tert-butyl (S)-(pyrrolidin-3-ylmethyl)carbamate N1C[C@H](CC1)CNC(OC(C)(C)C)=O